S1C=NC(=C1)C(=O)OC1CN(C1)C=1N=C(C2=C(N1)CC[S@@+]2[O-])NC2CC1(C2)COC1 [1-[(5S)-4-(6-oxaspiro-[3.3]heptan-2-ylamino)-5-oxido-6,7-dihydrothieno-[3,2-d]pyrimidin-5-ium-2-yl]azetidin-3-yl] thiazole-4-carboxylate